C[C@H]1OC2=C(SC=3C(NC(=C(C1)C32)C)=O)C3=CC=NC=C3 |r| Racemic-4,6-dimethyl-2-(pyridin-4-yl)-5,7-dihydro-3-oxa-1-thia-7-azaacenaphthylen-8(4H)-one